(3R,6S)-naphthalen-1-ylmethyl 3-(2-amino-2-oxoethyl)-6-isopropyl-8-(naphthalen-1-ylmethyl)-4,7-dioxohexahydropyrazino[2,1-c][1,2,4]oxadiazine-1(6H)-carboxylate NC(C[C@@H]1C(N2C(N(O1)C(=O)OCC1=CC=CC3=CC=CC=C13)CN(C([C@@H]2C(C)C)=O)CC2=CC=CC1=CC=CC=C21)=O)=O